5-Chloro-N-(2-chloro-4-(((6-hydroxypyridin-3-yl)methyl)amino)phenyl)-2-hydroxybenzamide ClC=1C=CC(=C(C(=O)NC2=C(C=C(C=C2)NCC=2C=NC(=CC2)O)Cl)C1)O